(cyanomethyl)-6-iodobenzonitrile C(#N)CC1=C(C#N)C(=CC=C1)I